(R)-2-(3-chlorophenyl)-2-methyl-N-(1-((2-methylazetidin-1-yl)methyl)cyclopropyl)propanamide ClC=1C=C(C=CC1)C(C(=O)NC1(CC1)CN1[C@@H](CC1)C)(C)C